CN1CCC(CC1)NC=1C=NC=C(C1)C=1C=NNC1 N-(1-methylpiperidin-4-yl)-5-(1H-pyrazol-4-yl)pyridin-3-amine